Phenylalanine-D5 [2H]C1=C(C(=C(C(=C1[2H])[2H])CC(C(=O)O)N)[2H])[2H]